BrC=1C(=C(C=NC1)C1=NC2=C(N1)C=C(C(=C2)F)F)Cl 2-(5-bromo-4-chloro-3-pyridyl)-5,6-difluoro-1H-benzimidazole